9-(4-fluorophenyl)-1,8-dimethoxy-10-methylacridine FC1=CC=C(C=C1)C1C2=C(C=CC=C2N(C=2C=CC=C(C12)OC)C)OC